(1,4,6,7-tetrahydro-5H-[1,2,3]triazolo[4,5-c]pyridin-5-yl)methanone tert-butyl-4-chloro-3-formyl-5,6-dihydropyridine-1(2H)-carboxylate C(C)(C)(C)OC(=O)N1CC(=C(CC1)Cl)C=O.N1N=NC=2CN(CCC21)C=O